N1N=CC=2CCC(CC12)=O 1,4,5,7-tetrahydro-6H-indazol-6-one